C(O)([O-])=O.C[N+]1=CN(C2=C1C=CC=C2)C 1,3-dimethyl-benzo[d]imidazolium hydrogen carbonate